[Na].[B].[S].[Se] Selenium Sulfur Boron Sodium